[O].[Se] selenium Oxygen